[N+](=O)([O-])C1=CC=C(C=C1)S(=O)(=O)NC=1C(=C2N=CC=NC2=CC1)[N+](=O)[O-] 4-nitro-N-(5-nitroquinoxaline-6-yl)benzenesulfonamide